4-(4-(trifluoromethyl)phenyl)heptane-3,5-dione FC(C1=CC=C(C=C1)C(C(CC)=O)C(CC)=O)(F)F